5-(methylsulfonylaminomethyl)saccharin CS(=O)(=O)NCC=1C=C2C(NS(=O)(=O)C2=CC1)=O